O1CCN(CC1)CC=1C=C(N)C=C(C1)OC(F)(F)F 3-(Morpholinomethyl)-5-(trifluoromethoxy)aniline